ClC=1C=CC=2C(=NC=C(N2)N2CCC3([C@@H](C=4N(N=CC4)C3)NC(OC(C)(C)C)=O)CC2)N1 tert-butyl (S)-(1-(6-chloropyrido[2,3-b]pyrazin-2-yl)-4'H,6'H-spiro[piperidine-4,5'-pyrrolo[1,2-b]pyrazol]-4'-yl)carbamate